NC1=C2N=CN(C2=NC(=N1)Cl)[C@H]1[C@H]([C@@H]([C@H](O1)COC(C(=O)O)(C(=O)O)CC=1C=CC2=C(C=C(O2)C(=O)O)C1)O)F (((2R,3R,4S,5R)-5-(6-amino-2-chloro-9H-purin-9-yl)-4-fluoro-3-hydroxytetrahydrofuran-2-yl)methoxy)-2-((2-carboxybenzofuran-5-yl)methyl)-malonic acid